OC1=C(C(N(C(=C1)C)C)=O)NC(N[C@@H](CC(=O)OCC)C1=CC=C(C=C1)C1=C(C=CC=C1)C)=O ethyl (S)-3-(3-(4-hydroxy-1,6-dimethyl-2-oxo-1,2-dihydropyridin-3-yl)ureido)-3-(2'-methyl biphenyl-4-yl)propanoate